2'-chloro-N-(5-(3-(difluoromethoxy)picolinoyl)-5,6-dihydro-4H-pyrrolo[3,4-d]thiazol-2-yl)-5'-methoxy-6-methyl-[4,4'-bipyridine]-3-carboxamide ClC1=NC=C(C(=C1)C1=C(C=NC(=C1)C)C(=O)NC=1SC2=C(N1)CN(C2)C(C2=NC=CC=C2OC(F)F)=O)OC